di-tert-butyl-6,7-dihydro-4H-imidazo[4,5-C]pyridine-1,5-dicarboxylic acid C(C)(C)(C)C1N(CCC2=C1N=C(N2C(=O)O)C(C)(C)C)C(=O)O